IC=1C(OC(=CN1)C)=O 3-iodo-6-methyl-2H-1,4-oxazin-2-one